CS(=O)(=O)C1=CC=C(C=C1)C=1C(=C2C=CC(=CC2=CC1)O)OC1=CC=C(C=C1)N1CCNCC1 6-(4-(methylsulfonyl)phenyl)-5-(4-(piperazin-1-yl)phenoxy)naphthalen-2-ol